C1(=C2N(C=N1)CCC2)C(C(=O)OCC)N2CC1=C(C=C(C=C1C2=O)C2=CC=C(C=C2)CN2CCN(CC2)C(=O)OC(C)(C)C)F tert-butyl 4-[[4-[2-[1-(6,7-dihydro-5H-pyrrolo[1,2-c]imidazol-1-yl)-2-ethoxy-2-oxo-ethyl]-7-fluoro-3-oxo-isoindolin-5-yl]phenyl]methyl]piperazine-1-carboxylate